(S)-2-((tert-butoxycarbonyl)amino)-3-(7-phenyl-1H-indol-3-yl)propanoic acid C(C)(C)(C)OC(=O)N[C@H](C(=O)O)CC1=CNC2=C(C=CC=C12)C1=CC=CC=C1